C(C)OC(=O)C=1C=C(NC1)C1=CC=C(C=C1)C#N (4-cyanophenyl)Azole-4-carboxylic acid ethyl ester